FC1=C(C=CC(=C1)I)NC1=C(C=2C(=NC=CC2)S1)C(=O)N1CCN(CC1)CC(=O)OCC ethyl [4-({2-[(2-fluoro-4-iodophenyl)amino]thieno[2,3-b]pyridin-3-yl}carbonyl)-piperazin-1-yl]acetate